ON1C(C(OC2=C1C=CC(C2(O)OC)(O)OC)O)=O N-hydroxy-7,8-dimethoxy-2,7,8-trihydroxy-2H-1,4-benzoxazin-3(4H)-one